C1(=CC=CC=C1)C1=NC=CC2=C(C=CC=C12)C1=C(C(=C(C(=C1[2H])[2H])[2H])[2H])[2H] 1-phenyl-5-(phenyl-d5)isoquinoline